N-[2-(6-chloro-4-hydroxy-2-pyridyl)-2-(1-methylpyrazol-4-yl)propyl]-5-(2,4-difluorophenyl)isoxazole-3-carboxamide ClC1=CC(=CC(=N1)C(CNC(=O)C1=NOC(=C1)C1=C(C=C(C=C1)F)F)(C)C=1C=NN(C1)C)O